tin tetrabutylammonium iodide [I-].C(CCC)[N+](CCCC)(CCCC)CCCC.[Sn]